C(C)(C)(C)OC(N(C)[C@@H](CC1=CC=CC=C1)C(N[C@@H](CC1=CC=C(C=C1)NS(=O)(=O)O)C=1SC(=CN1)CC)=O)=O {1-[1-(5-Ethylthiazol-2-yl)-(S)-2-(4-sulfoaminophenyl)ethyl-carbamoyl]-(S)-2-phenylethyl}methyl-carbamic acid tert-butyl ester